5-(4-(hexyloxy)-1,2,5-thiadiazol-3-yl)-1-methyl-1-(1-((tetrahydro-2H-pyran-4-carbonyl)oxy)ethyl)-1,2,3,6-tetrahydropyridin-1-ium iodide [I-].C(CCCCC)OC=1C(=NSN1)C1=CCC[N+](C1)(C(C)OC(=O)C1CCOCC1)C